(R,E)-3-(4-fluorophenyl)-N'-((4-fluorophenyl)sulfonyl)-4-phenyl-N-((S)-2-sulfamoylpropyl)-4,5-dihydro-1H-pyrazole-1-carboximidamide FC1=CC=C(C=C1)C1=NN(C[C@H]1C1=CC=CC=C1)/C(/NC[C@H](C)S(N)(=O)=O)=N/S(=O)(=O)C1=CC=C(C=C1)F